C(=C)(C)C(CCCCCC=C(N)N)CCC(CCCCCCC)C 8-isopropenyl-11-methyloctadecenediamine